ethyl 2-(trifluoromethyl)thiazole-4-carboxylate FC(C=1SC=C(N1)C(=O)OCC)(F)F